(1R,3S)-3-(5-{2-[3-(benzyloxy)-2-(1,3-dioxolan-2-yl)phenoxy]acetamido}-2H-pyrazol-3-yl)cyclopentyl N-cyclopropylcarbamate C1(CC1)NC(O[C@H]1C[C@H](CC1)C=1NN=C(C1)NC(COC1=C(C(=CC=C1)OCC1=CC=CC=C1)C1OCCO1)=O)=O